FC=1C(=NC=CC1I)NN (3-Fluoro-4-iodo-2-pyridyl)hydrazine